CC1CC=2C(=NC(=NC2CC1)SC)O 6-methyl-2-methylsulfanyl-5,6,7,8-tetrahydroquinazolin-4-ol